C(OCC)(=S)SC1=CC=C(C=C1)N1CCN(CC1)C(=O)C1CC1 S-(4-(4-(cyclopropanecarbonyl)piperazin-1-yl)phenyl) O-ethyl carbonodithioate